FC1([C@H](C1)C=1CN(C(C1)=O)CC1=C(N=C2SC(=NN21)COC)C(F)(F)F)F 3R-(2,2-difluorocyclopropyl)-1-[[2-(methoxymethyl)-6-(trifluoromethyl)imidazo[2,1-b][1,3,4]thiadiazol-5-yl]methyl]-2H-pyrrol-5-one